[4-(7,7-difluoro-2-azaspiro[3.3]heptan-2-yl)phenyl]-[4-(5-methyloxazolo[4,5-b]pyridin-2-yl)piperazin-1-yl]methanone FC1(CCC12CN(C2)C2=CC=C(C=C2)C(=O)N2CCN(CC2)C=2OC=1C(=NC(=CC1)C)N2)F